C(C)(C)(C)OC(=O)C1=CC=NC2=CC=C(C=C12)N1C[C@H]([C@@H](C1)F)F.F[C@@H]1CN(C[C@H]1F)C=1C=C2C(=CC=NC2=CC1)C(=O)O |r| rac-6-((3R,4R)-3,4-Difluoropyrrolidin-1-yl)quinoline-4-carboxylic acid rac-tert-Butyl-6-((3R,4R)-3,4-difluoropyrrolidin-1-yl)quinoline-4-carboxylate